ethyl 1-(4-chlorophenyl)-5-fluoro-4-oxo-cinnoline-3-carboxylate ClC1=CC=C(C=C1)N1N=C(C(C2=C(C=CC=C12)F)=O)C(=O)OCC